N(=[N+]=[N-])C(COCCO)O Azido-diethylene glycol